tert-butyl (endo-9-azabicyclo[3.3.1]nonan-3-yl)carbamate C12CC(CC(CCC1)N2)NC(OC(C)(C)C)=O